ClC1=C(C(=O)NC2=NC=C(C=C2C)C#CC2=CC=CC=C2)C=C(C=C1)C1=C(N=C(S1)C)C 2-chloro-5-(2,4-dimethylthiazol-5-yl)-N-[3-methyl-5-(2-phenylethynyl)-2-pyridyl]benzamide